ClC=1C=C(C=CC1F)NC(N(C(C)C1=CNC(C2=CC=CC=C12)=O)CCOC)=O 3-(3-chloro-4-fluorophenyl)-1-(2-methoxyethyl)-1-(1-(1-oxo-1,2-dihydroisoquinolin-4-yl)ethyl)urea